CC(C)(CC(C)(C)C)C1=CC=C(C=C1)O 4-(2,4,4-trimethylpent-2-yl)phenol